4-Amino-7-bromo-1-(1,3-dihydro-2-benzofuran-5-yl)-2-oxo-1,2-dihydroquinoline-3-carboxylic acid methyl ester COC(=O)C=1C(N(C2=CC(=CC=C2C1N)Br)C1=CC2=C(COC2)C=C1)=O